NC1=C(C=C(C(=C1)C#N)C#N)NCCCCCCNC(OC(C)(C)C)=O tert-butyl (6-((2-amino-4,5-dicyanophenyl)amino)hexyl)carbamate